CC(SF)NC1=CC=C(C=C1)C methyl-(p-tolyl)aminomethylthio fluoride